1-methylsulfonyl-piperidine-3-carboxamide CS(=O)(=O)N1CC(CCC1)C(=O)N